C(C)(C)(C)NS(=O)(=O)C1=CC(=C2C(=NC=NC2=C1)NC1=NC(=CC=C1)S(NC(C)(C)C)(=O)=O)N1CCC2(CC2)CC1 N-(tert-Butyl)-4-((6-(N-(tert-butyl)sulfamoyl)pyridin-2-yl)amino)-5-(6-azaspiro[2.5]octan-6-yl)quinazoline-7-sulfonamide